(4-(1-(3-fluorobenzyl)-1H-benzo[d]imidazol-2-yl)piperidin-1-yl)(2-(3-fluorophenyl)-2H-indazol-5-yl)methanone FC=1C=C(CN2C(=NC3=C2C=CC=C3)C3CCN(CC3)C(=O)C3=CC2=CN(N=C2C=C3)C3=CC(=CC=C3)F)C=CC1